C(C)(=O)NN Acetylhydrazine